BrC1=C(O[C@H](C(=O)O)CCC)C=CC(=C1)Br (2S)-2-(2,4-dibromophenoxy)pentanoic acid